O=C1NC(CCC1N1C(CN(CC1)C1=CC=C(C=C1)CC(=O)OC(C)(C)C)=O)=O tert-butyl 2-[4-[4-(2,6-dioxo-3-piperidyl)-3-oxo-piperazin-1-yl]phenyl]acetate